isocyanatomethylbenzoyl chloride N(=C=O)CC1=C(C(=O)Cl)C=CC=C1